(6S,7S)-7-((fluoromethyl)sulfonamido)-N-((R)-1-fluoropropan-2-yl)-6-((2,3',5'-trifluoro-[1,1'-biphenyl]-3-yl)methyl)-5-azaspiro[2.4]heptane-5-carboxamide FCS(=O)(=O)N[C@@H]1[C@@H](N(CC12CC2)C(=O)N[C@@H](CF)C)CC=2C(=C(C=CC2)C2=CC(=CC(=C2)F)F)F